COC(=O)C1=NC(=C(C=C1)N1CCN(CC1)CC1=CC=2C3=C(N(C(NC3=C1F)=O)CC)N=CN2)C 5-(4-((3-ethyl-9-fluoro-2-oxo-2,3-dihydro-1H-pyrimido[4,5,6-de]quinazolin-8-yl)methyl)piperazin-1-yl)-6-methylpyridinecarboxylic acid methyl ester